C1(=CC=CC=C1)C(C(C(N1N=CC(=N1)C1=CC=CC=C1)C1=CC=CC=C1)C1=CC=CC=C1)=O 1,2,3-triphenyl-3-(4-phenyl-2H-1,2,3-triazol-2-yl)propan-1-one